C(C)(C)(C)OC(C(CCCC)(F)F)=O tert-butyl-2,2-difluorohexanoate